N-(7-chloro-8-(4,4-difluoropiperidin-1-yl)quinolin-6-yl)-4-((2-hydroxyethyl)sulfonamido)-2-(6-azaspiro[2.5]oct-6-yl)benzamide ClC1=C(C=C2C=CC=NC2=C1N1CCC(CC1)(F)F)NC(C1=C(C=C(C=C1)NS(=O)(=O)CCO)N1CCC2(CC2)CC1)=O